(3S,10R,13S)-16-formyl-10,13-dimethyl-17-(4-methyl-1H-imidazol-1-yl)-2,3,4,7,8,9,10,11,12,13,14,15-dodecahydro-1H-cyclopenta[a]phenanthren-3-yl acetate C(C)(=O)O[C@H]1CC[C@@]2(C3CC[C@@]4(C(=C(CC4C3CC=C2C1)C=O)N1C=NC(=C1)C)C)C